(1R,5S,6S,7S)-7-((7-cyclopropyl-2-(5-fluoro-1H-pyrazolo[3,4-b]pyridin-3-yl)pyrrolo[2,1-f][1,2,4]triazin-4-yl)amino)tricyclo[3.2.2.02,4]nonane-6-carboxylic acid C1(CC1)C1=CC=C2C(=NC(=NN21)C2=NNC1=NC=C(C=C12)F)N[C@@H]1[C@H]([C@@H]2C3CC3[C@H]1CC2)C(=O)O